C(C(=C)C)(=O)OCCC1=CC(=CC=C1)OC1=CC=CC=C1 2-(m-phenoxyphenyl)ethyl methacrylate